phenyl-ethanediol diacrylate C(C=C)(=O)OC(C)(OC(C=C)=O)C1=CC=CC=C1